(S)-2-isopropoxy-2-oxo-1-phenylethanol 3-oxolanoate O1CC(CC1)C(=O)O[C@H](C(=O)OC(C)C)C1=CC=CC=C1